4-(tributylstannyl)but-3-en-1-ol C(CCC)[Sn](C=CCCO)(CCCC)CCCC